N,N-bis(2-hydroxyethyl)-L-serine OCCN([C@@H](CO)C(=O)O)CCO